((R)-1-((S)-6-(2-cyano-4-methylpent-2-enoylamino)-2-(methylsulfonylamino)hexanamido)-2-phenylethyl)boronic acid C(#N)C(C(=O)NCCCC[C@@H](C(=O)N[C@@H](CC1=CC=CC=C1)B(O)O)NS(=O)(=O)C)=CC(C)C